C(=O)(OCC1C2=CC=CC=C2C2=CC=CC=C12)NC=1C=C(C=CC1)S(=O)(=O)[O-].[Na+] sodium 3-(fmoc-amino)benzenesulfonate